Z-pyrrolo[3,4-c][1,2,4]triazolo[1,5-a]pyridine hydrochloride Cl.N1=CNN2C1=C1C(C=C2)=CN=C1